COC1=CC=C(C=C1)C1=NC=NC=N1 6-(4-methoxyphenyl)-1,3,5-triazin